C1(CC1)OC=1C=C(C=CC1)C1=CC(=NN1C1=C(C=CC=C1)OC)CO [5-(3-Cyclopropoxyphenyl)-1-(2-methoxyphenyl)-1H-pyrazol-3-yl]methanol